4-(6-amino-2-iodo-9H-purin-9-yl)-N-(4-methoxy-1,3-benzothiazol-2-yl)cyclohexanecarboxamide NC1=C2N=CN(C2=NC(=N1)I)C1CCC(CC1)C(=O)NC=1SC2=C(N1)C(=CC=C2)OC